FC=1C=C(CCN)C=CC1 3-fluorophenethyl-amine